2-[1-[6-Methyl-2-(5-methylindazol-1-yl)-4-oxo-chromen-8-yl]ethylamino]benzoic acid CC=1C=C2C(C=C(OC2=C(C1)C(C)NC1=C(C(=O)O)C=CC=C1)N1N=CC2=CC(=CC=C12)C)=O